N1=C(C=CC=C1)CCC1(NC(=NC(=N1)C1=CC=C2C=NN(C2=C1)C1OCCCC1)N)N 4-[2-(2-pyridyl)ethyl]-6-(1-tetrahydropyran-2-ylindazol-6-yl)-1,3,5-triazine-2,4-diamine